7-(2-bromo-3-(9H-carbazol-9-yl)-5-methylphenyl)-7H-dibenzo[b,g]carbazole BrC1=C(C=C(C=C1N1C2=CC=CC=C2C=2C=CC=CC12)C)N1C2=CC=C3C(=C2C=2C=C4C(=CC12)C=CC=C4)C=CC=C3